CCCCCCCC/C=C\CCCCCCCCCCCCCC(=O)OC[C@H](COP(=O)([O-])OCC[N+](C)(C)C)OC(=O)CCCCCCC/C=C\CCCCCCCC 1-(15Z-tetracosenoyl)-2-(9Z-octadecenoyl)-sn-glycero-3-phosphocholine